S(=O)(=O)([O-])[O-].[NH4+].[Fe+] iron ammonium sulphate salt